ClC=1C=C(C=C2C=C(N=CC12)NC(=O)[C@H]1[C@@H](C1)C#N)B(O)O |r| (±)-(8-chloro-3-(trans-2-cyanocyclopropane-1-carboxamido)isoquinolin-6-yl)boronic acid